fluoro-3-oxo-N-(6-(4-phenyl-4H-1,2,4-triazol-3-yl)pyridin-2-yl)-3,4-dihydro-2H-benzo[b][1,4]oxazine-6-carboxamide FC1C(NC2=C(O1)C=CC(=C2)C(=O)NC2=NC(=CC=C2)C2=NN=CN2C2=CC=CC=C2)=O